C(C)N(C(C1=C(C=CC(=C1)F)OC1=C(N=CN=N1)N1CC2(CN(C2)[C@@H](C(C)C)CCCNCC(C)(C)O)CC1)=O)C(C)C (R)-N-ethyl-5-fluoro-2-((5-(2-(6-((2-hydroxy-2-methylpropyl)amino)-2-methylhexan-3-yl)-2,6-diazaspiro[3.4]octan-6-yl)-1,2,4-triazin-6-yl)oxy)-N-isopropylbenzamide